N1=CC=C(C2=CN=CC=C12)C=O [1,6]Naphthyridine-4-carbaldehyde